ClC=1C=C(C=C)C=C(C1O)Cl 3,5-dichloro-4-hydroxystyrene